tert-Butyl 8,8-dimethyl-5,6-dihydro-[1,2,4]triazolo[4,3-a]pyrazine-7-carboxylate CC1(C=2N(CCN1C(=O)OC(C)(C)C)C=NN2)C